3-(3-((tert-butyldimethylsilyl)oxy)azetidin-1-yl)-7-iodobenzo[4,5]imidazo[1,2-a]pyridine [Si](C)(C)(C(C)(C)C)OC1CN(C1)C1=CC=2N(C=C1)C1=C(N2)C=C(C=C1)I